stibium silver lead [Pb].[Ag].[Sb]